ClC=1C=NC(=C(C(=O)NC2CCC(CC2)CN2C(N(C3=C2C=CC=C3)C=3C=NC(=CC3)OC[C@H](C)O)=O)C1)C(F)F 5-chloro-2-(difluoromethyl)-N-((1S,4r)-4-((3-(6-((S)-2-hydroxypropoxy)pyridin-3-yl)-2-oxo-2,3-dihydro-1H-benzo[d]imidazol-1-yl)methyl)cyclohexyl)nicotinamide